4-pentylnonyl 8-((1-hydroxy-2-methylpropan-2-yl)(6-oxo-6-(undecyloxy)hexyl) amino)octanoate OCC(C)(C)N(CCCCCCCC(=O)OCCCC(CCCCC)CCCCC)CCCCCC(OCCCCCCCCCCC)=O